7-(3-isopropyl-5-(piperidin-4-yl)-1H-indol-2-yl)-1-methyl-1H-pyrazolo[4,3-b]pyridine C(C)(C)C1=C(NC2=CC=C(C=C12)C1CCNCC1)C1=C2C(=NC=C1)C=NN2C